BrC=1C=C2C=NC(=NC2=C(C1)CC)N[C@@H]1CN(C[C@H](C1)F)C(=O)OC(C)(C)C (3S,5S)-tert-Butyl 3-((6-bromo-8-ethylquinazolin-2-yl)amino)-5-fluoropiperidine-1-carboxylate